C(CCCCC#CCC)O non-6-yn-1-ol